CN(C1=NC=CC(=C1)CNC(=O)NCCC1(CC1)C(F)(F)F)CC(F)(F)F 1-((2-(Methyl(2,2,2-trifluoroethyl)amino)pyridin-4-yl)methyl)-3-(2-(1-(trifluoromethyl)cyclopropyl)ethyl)urea